2,2'-dibromomethyl-1,1'-binaphthyl BrCC1=C(C2=CC=CC=C2C=C1)C1=C(C=CC2=CC=CC=C12)CBr